Ethyl-5-(2-(3-fluoro-3-methylazetidin-1-yl)ethyl)-4-(trifluoromethyl)pyrimidin-2-ol C(C)C1=C(C(=NC(=N1)O)C(F)(F)F)CCN1CC(C1)(C)F